[Cl-].BrC=1C=C2C(=CNC2=CC1)CC[NH3+] 2-(5-bromo-1H-indol-3-yl)ethylazanium chloride